1-((10S)-4-((3-methyl-4-((6-methylpyridin-3-yl)oxy)phenyl)amino)-7,8,10,11-tetrahydro-9H-6,10-methanopyrimido[4',5':5,6]pyrido[3,2-b][1,4,7]oxadiazonin-9-yl)prop-2-en-1-one CC=1C=C(C=CC1OC=1C=NC(=CC1)C)NC1=NC=NC2=CC=3OC[C@H]4N(CCN(C3N=C21)C4)C(C=C)=O